C(C)N(CC(=O)N(C=1SC=C(N1)C)C)CC1=NC2=CC=C(C=C2C(N1)=O)F 2-(ethyl((6-fluoro-4-oxo-3,4-dihydroquinazolin-2-yl)methyl)amino)-N-methyl-N-(4-methylthiazol-2-yl)acetamide